BrC=1C=C2C(C=C(OC2=C(C1)C=O)N1CCOCC1)=O 6-bromo-2-morpholino-4-oxo-chromene-8-carbaldehyde